O=C1NC(CC[C@@H]1N1C(C2=CC=CC(=C2C1=O)NCC(=O)N1CCN(CC1)C1=CC=C(C=C1)NC1=C2N=CN(C2=NC=N1)C1CC(C1)NC(C1=NC(=CC=C1)C)=O)=O)=O N-((1s,3s)-3-(6-((4-(4-((2-(2,6-dioxopiperidin-3-yl)-1,3-dioxoisoindoline-4-yl)glycyl)piperazin-1-yl)phenyl)amino)-9H-purin-9-yl)cyclobutyl)-6-methylpicolinamide